allyloxy-tert-butyldimethylsilyl-silane C(C=C)O[SiH2][Si](C)(C)C(C)(C)C